6-((1s,4s)-4-(2-(trifluoromethyl)pyrimidin-5-yl)cyclohexyl)-2-thia-6-azaspiro[3.4]octane 2,2-dioxide FC(C1=NC=C(C=N1)C1CCC(CC1)N1CC2(CS(C2)(=O)=O)CC1)(F)F